C(C)C1(C(C2=CC=CC=C2C1)=O)CC 2,2-diethyl-2,3-dihydro-1-indenone